FC1=C(C=C(OC2=NNC(=C2)C(=O)OCC)C=C1C)C ethyl 3-(4-fluoro-3,5-dimethylphenoxy)-1H-pyrazole-5-carboxylate